C(O)CN.N=1C(C=CC1)=O pyrrolone ethanolamine salt